4,4'-Methylenebis(2-ethyl-6-methylaniline) C(C1=CC(=C(N)C(=C1)C)CC)C1=CC(=C(N)C(=C1)C)CC